FC=1C(=NC(=NC1)N[C@@H]1CC[C@H](CC1)NC(OC1CC2(CN(C2)C2CCN(CC2)C2=C(C=C(C=C2)[N+](=O)[O-])F)C1)=O)C1=CC(=CC=C1)N1C(C=CC=C1)=O trans-2-(1-(2-fluoro-4-nitrophenyl)piperidin-4-yl)-2-azaspiro[3.3]heptan-6-yl (4-((5-fluoro-4-(3-(2-oxopyridin-1(2H)-yl)phenyl)pyrimidin-2-yl)amino)cyclohexyl)carbamate